NC1=CN=C2N1N=CC=C2C(=O)O 3-Aminoimidazo[1,2-b]pyridazine-8-carboxylic acid